trimethoxytitanium monochloride [Cl-].CO[Ti+](OC)OC